propyltris(3-methyl-1-butyn-3-oxy)silane C(CC)[Si](OC(C#C)(C)C)(OC(C#C)(C)C)OC(C#C)(C)C